S(OC1=CC=C(C=C1)OCC1=CC=C(C=C1)C(NCCCCC1=CC=CC=C1)=O)(=O)(=O)F 4-((4-((4-phenylbutyl)carbamoyl)benzyl)oxy)phenyl sulfurofluoridate